(Z)-1-(tert-butyl) 8-(non-2-en-1-yl) octanedioate C(CCCCCCC(=O)OCC=CCCCCCC)(=O)OC(C)(C)C